(R)-2-((4-(benzo[d]thiazol-6-ylamino)-7-(1-methyl-1H-pyrazol-4-yl)quinazolin-5-yl)oxy)propyl methanesulfonate CS(=O)(=O)OC[C@@H](C)OC1=C2C(=NC=NC2=CC(=C1)C=1C=NN(C1)C)NC1=CC2=C(N=CS2)C=C1